(S)-1-(1-(3-chloro-4-fluorophenyl)-2-hydroxyethyl)-4-(3-(1-(2-hydroxyethyl)-1H-pyrazol-4-yl)-1H-indazol-5-yl)pyridin-2(1H)-one ClC=1C=C(C=CC1F)[C@@H](CO)N1C(C=C(C=C1)C=1C=C2C(=NNC2=CC1)C=1C=NN(C1)CCO)=O